C(C)OC(NCC1=CC=C(C=C1)NC([C@H](C)N=[N+]=[N-])=O)=O (S)-4-(2-azidopropionamido)benzyl-carbamic acid ethyl ester